1-(4-cyanophenyl)-N,N-dimethyl-5-(4-(trifluoromethyl)phenyl)piperidine-2-carboxamide C(#N)C1=CC=C(C=C1)N1C(CCC(C1)C1=CC=C(C=C1)C(F)(F)F)C(=O)N(C)C